β-aminobutyric acid NC(CC(=O)O)C